ClC=1C=C(C=CC1F)C1=NC(=NC(=N1)C1=CC=CC=C1)N1C2=CC=CC=C2C=2C=CC=CC12 9-(4-(3-chloro-4-fluorophenyl)-6-phenyl-1,3,5-triazin-2-yl)-9H-carbazole